methyl 2-[(3-bromo-6-chloro-4-quinolyl)amino]-5-methoxybenzoate BrC=1C=NC2=CC=C(C=C2C1NC1=C(C(=O)OC)C=C(C=C1)OC)Cl